FC1=CC=C(OCC(=O)O)C=C1 4-fluorophenoxyacetic acid